C1(=CCCC1)C1=CC(=C2C(=N1)ON=C2N)OC 6-(cyclopent-1-en-1-yl)-4-methoxyisoxazolo[5,4-b]pyridin-3-amine